3-methyl-4-phenyl-thiazoline CN1CSC=C1C1=CC=CC=C1